2-[3,5-bis(trifluoromethyl)pyrazol-1-yl]phenol FC(C1=NN(C(=C1)C(F)(F)F)C1=C(C=CC=C1)O)(F)F